C(C([2H])([2H])[2H])(C([2H])([2H])C=1C(=NC=CC1)C1=CC=CC=2OC3=C(C21)C=CC=C3)([2H])[2H] (isopropyl-d7)(dibenzofuranyl)pyridine